methyl 3-[4-[2-[5-[(6,7-difluoro-4-methylsulfanyl-1H-indol-5-yl)oxy]-2-fluoro-phenyl]-1H-imidazol-4-yl]-4-methyl-chroman-8-yl]-2,2-dimethyl-propanoate FC1=C(C(=C2C=CNC2=C1F)SC)OC=1C=CC(=C(C1)C=1NC=C(N1)C1(CCOC2=C(C=CC=C12)CC(C(=O)OC)(C)C)C)F